N5-((1R,5S,6r)-3-oxabicyclo[3.1.0]Hex-6-yl)-1-(indolin-4-ylmethyl)-N3-methyl-1H-Pyrazole-3,5-dicarboxamide [C@H]12COC[C@@H]2C1NC(=O)C1=CC(=NN1CC1=C2CCNC2=CC=C1)C(=O)NC